1'-(tert-butyl) 6-methyl 3',6'-dihydro-[3,4'-bipyridine]-1',6(2'H)-dicarboxylate N1=CC(=CC=C1C(=O)OC)C=1CCN(CC1)C(=O)OC(C)(C)C